FC(C(=O)O)(F)F.N[C@H](C)C=1C(=C(C=CC1)C(C(C)(O)C1CC1)(F)F)F 1-(3-((R)-1-aminoethyl)-2-fluorophenyl)-2-cyclopropyl-1,1-difluoropropan-2-ol trifluoroacetic acid salt